C(C)(C)OC(C(F)(F)C1=C(C(=CC=C1)C(C)=N[S@](=O)C(C)(C)C)F)=O (R)-2-(3-(1-((tert-butylsulfinyl)imino)ethyl)-2-fluorophenyl)-2,2-difluoroacetic acid isopropyl ester